tert-butyl 3-(3-(5-bromopyridin-3-yl) phenyl)-2,2-dimethylpropionate BrC=1C=C(C=NC1)C=1C=C(C=CC1)CC(C(=O)OC(C)(C)C)(C)C